N-(4-bromo-2-fluorophenyl)-4-(dimethylphosphoryl)pyridin-3-amine BrC1=CC(=C(C=C1)NC=1C=NC=CC1P(=O)(C)C)F